2,3,5,6-tetrafluoroterephthaloyl dichloride FC1=C(C(=O)Cl)C(=C(C(=C1F)C(=O)Cl)F)F